ClC1=C(C=CC=C1F)[C@H]1N(CC(N(C1)C)=O)C=1C(=NC=CN1)C(=O)N[C@H](C)\C=C\S(=O)(=O)C ((R)-2-(2-Chloro-3-fluorophenyl)-4-methyl-5-oxopiperazin-1-yl)-N-((R,E)-4-(methylsulfonyl)but-3-en-2-yl)pyrazine-2-carboxamide